[(3R)-1-(pyridazin-3-yl)piperidin-3-yl]urea N1=NC(=CC=C1)N1C[C@@H](CCC1)NC(=O)N